Sodium Butyrat C(CCC)(=O)[O-].[Na+]